C1(=CC=CC=C1)C1C(CCCC1)CNS(=O)(=O)C1=CC=C(C=C1)OC(F)(F)F.[P].[Y].[Ni] nickel-yttrium phosphorus N-((2-phenylcyclohexyl)methyl)-4-(trifluoromethoxy)benzenesulfonamide